1-ethyl-9,10-dipropoyloxyanthracene 2-((5-isobutyl-1-(1-(2,2,2-trifluoroethyl)piperidin-4-yl)-1H-pyrazol-3-yl)amino)-5-(thiophen-2-yl)nicotinate C(C(C)C)C1=CC(=NN1C1CCN(CC1)CC(F)(F)F)NC1=C(C(=O)O)C=C(C=N1)C=1SC=CC1.C(C)C1=CC=CC2=C(C3=CC=CC=C3C(=C12)OC(CC)=O)OC(CC)=O